C(C1CO1)OC1=CC(=CC=C1)OCC1CO1 1,3-Bis(glycidyloxy)benzol